methyl 4-[4-[[(3R)-1-tert-butoxycarbonyl-3-piperidyl]-[2-fluoro-4-(triazolo[4,5-b]pyridin-3-yl)benzoyl]amino]thieno[3,2-c]pyridin-2-yl]thiazole-2-carboxylate C(C)(C)(C)OC(=O)N1C[C@@H](CCC1)N(C1=NC=CC2=C1C=C(S2)C=2N=C(SC2)C(=O)OC)C(C2=C(C=C(C=C2)N2N=NC=1C2=NC=CC1)F)=O